7-[2-fluoro-4-(trifluoromethyl)phenyl]-5-[(2S,6R)-2-[1-(methoxymethyl)pyrazol-4-yl]-6-methyl-morpholin-4-yl]-N,N-dimethyl-thiazolo[4,5-d]pyrimidin-2-amine FC1=C(C=CC(=C1)C(F)(F)F)C=1C2=C(N=C(N1)N1C[C@@H](O[C@@H](C1)C)C=1C=NN(C1)COC)N=C(S2)N(C)C